C(CCC)OCC1OC(C2(CC(OC2=O)(C)C(CSC2=NNC(=N2)C2=C(C=CC=C2)Cl)=O)C1)=O 8-(butoxymethyl)-3-[2-[[5-(2-chlorophenyl)-1H-1,2,4-triazol-3-yl]sulfanyl]acetyl]-3-methyl-2,7-dioxaspiro[4.4]nonane-1,6-dione